P(=O)(O)(O)O.P(=O)(O)(O)O.P(=O)(O)(O)O.N1C(=O)NC(=O)C(C)=C1 thymine tri-phosphate